CO[C@H]1CN(CC1)C=1SC2=C(N=CN=C2)N1 2-[(3R)-3-methoxypyrrolidin-1-yl]thiazolo[4,5-d]pyrimidine